(Z)-2-Chloro-5-(5-((4-oxo-3-phenethyl-2-thioxothiazolidin-5-ylidene)methyl)furan-2-yl)benzoic acid ClC1=C(C(=O)O)C=C(C=C1)C=1OC(=CC1)\C=C/1\C(N(C(S1)=S)CCC1=CC=CC=C1)=O